O=C1NC=C(C(N1)=O)C1=CC=C(N=N1)C(=O)N 6-(2,4-dioxo-1,2,3,4-tetrahydropyrimidin-5-yl)pyridazin-3-amide